(S)-1-phenylbut-3-en-1-amine C1(=CC=CC=C1)[C@H](CC=C)N